N[C@H](C(=O)N(C)[C@@H]1C(N[C@H](C(N([C@H](C(NCCCCC=CC1)=O)CC1=C(C=CC(=C1)Cl)C=1OC(=NN1)C)C)=O)CC(C)C)=O)C1CC1 (S)-2-amino-N-((3S,6S,9S)-3-(5-chloro-2-(5-methyl-1,3,4-oxadiazol-2-yl)benzyl)-6-isobutyl-4-methyl-2,5,8-trioxo-1,4,7-triazacyclohexadec-11-en-9-yl)-2-cyclopropyl-N-methylacetamide